4-dimethylaminoethoxybenzene CN(C)CCOC1=CC=CC=C1